(4-bromobutyl)-9H-carbazole BrCCCCC1=CC=CC=2C3=CC=CC=C3NC12